CC1(CCC2=C(O1)C1=CC=CC=C1C(C2=O)=O)C 3,4-Dihydro-2,2-dimethyl-2H-naphtho(1,2-b)pyran-5,6-dione